Cl.N1CCC2=C(C=CC=C12)[C@@H](C)N |r| (R/S)-1-(indolin-4-yl)ethan-1-amine hydrochloride